FC1=C(C=CC(=C1)C1=CC(=NN1)NC1=C(C=C(C=C1)O)F)O 2-fluoro-4-(3-((2-fluoro-4-hydroxyphenyl)amino)-1H-pyrazol-5-yl)phenol